COC(C=CC=CC(=O)O)=O 6-methoxy-6-oxohexa-2,4-dienoic acid